N1N(N=CC2=C1C=CC=C2)C2=C(C(=CC(=C2)CC(C)NC)CC(C)NC)O 2-(2H-benzotriazin-2-yl)-4,6-bis(2-methylmethylamino-ethyl)-phenol